(5S)-5-cyclopropyl-5-(3-(5,6-dichloro-1-methylisoindolin-2-yl)-2-methyl-3-oxopropyl)imidazolidine-2,4-dione C1(CC1)[C@]1(C(NC(N1)=O)=O)CC(C(=O)N1C(C2=CC(=C(C=C2C1)Cl)Cl)C)C